C(C)OC(C[C@H](CBr)O)=O (R)-4-bromo-3-hydroxybutyric acid ethyl ester